4-(benzyloxy)-3-(5,5-dimethyl-1,3-dioxan-2-yl)-5-fluorobenzoic acid C(C1=CC=CC=C1)OC1=C(C=C(C(=O)O)C=C1F)C1OCC(CO1)(C)C